cobalt iron nitrate [N+](=O)([O-])[O-].[Fe+2].[Co+2].[N+](=O)([O-])[O-].[N+](=O)([O-])[O-].[N+](=O)([O-])[O-]